nickel chloride Tris-HCl Cl.Cl.Cl.[Ni](Cl)Cl